5-(methoxymethyl)-5-(3-oxo-3-(5-(trifluoromethyl)isoindolin-2-yl)propyl)imidazolidine COCC1(CNCN1)CCC(N1CC2=CC=C(C=C2C1)C(F)(F)F)=O